2'-bromo-3,4-dihydroxy-5-methoxy-5'-nitro-[1,1'-biphenyl]-2-Formaldehyde BrC1=C(C=C(C=C1)[N+](=O)[O-])C=1C(=C(C(=C(C1)OC)O)O)C=O